OC(=O)C(F)(F)F.NCCN(C(C(C)(C)F)C=1C(=C(C#N)C=CC1)F)C1CC1 3-[1-[2-aminoethyl-(cyclopropyl)amino]-2-fluoro-2-methyl-propyl]-2-fluorobenzonitrile TFA salt